ClC1=CC(=CC(=N1)C(=O)N(C1=CC=CC=C1)C)NC1=C(C=CC=C1)OC 6-chloro-4-((2-methoxyphenyl)amino)-N-methyl-N-phenylpyridineamide